C(C)N1CC2N(CC1)CCN(C2)CC 2,8-diethyl-octahydro-2H-pyrazino[1,2-a]pyrazine